methyl-norleucine CN[C@@H](CCCC)C(=O)O